2-(6-(((1R,2R,3S,5S)-2-fluoro-1,5,8-trimethyl-8-azabicyclo[3.2.1]octan-3-yl)oxy)pyridazin-3-yl)-5-(2-methoxypyridin-4-yl)phenol F[C@@H]1[C@]2(CC[C@@](C[C@@H]1OC1=CC=C(N=N1)C1=C(C=C(C=C1)C1=CC(=NC=C1)OC)O)(N2C)C)C